2-(4-(tert-butyl)phenyl)-N-((3-(2,6-dioxopiperidin-3-yl)-2-methylquinolin-6-yl)methyl)-2-oxoacetamide C(C)(C)(C)C1=CC=C(C=C1)C(C(=O)NCC=1C=C2C=C(C(=NC2=CC1)C)C1C(NC(CC1)=O)=O)=O